(1R,3R)-1-(4-fluorophenyl)-5-iodo-6,7,8-trimethoxy-3-methylisochroman FC1=CC=C(C=C1)[C@H]1O[C@@H](CC2=C(C(=C(C(=C12)OC)OC)OC)I)C